NC1=CC=C(N=N1)N1CCC(CC1)CO (1-(6-aminopyridazin-3-yl)piperidin-4-yl)methanol